N1(N=CC=C1)C=1C=C(CN(C=2SC=C(N2)CN(C)C)CC2=CC(=CC=C2)OC)C=CC1 N-(3-(1H-pyrazol-1-yl)benzyl)-4-((dimethylamino)methyl)-N-(3-methoxybenzyl)thiazol-2-amine